3-methoxy-2-((2-oxo-4-(o-tolyl)-2H-chromen-7-yl)oxy)-N-(2,2,2-trifluoroethyl)propanamide COCC(C(=O)NCC(F)(F)F)OC1=CC=C2C(=CC(OC2=C1)=O)C1=C(C=CC=C1)C